OCCN1CCN(CC1)CCCC(=O)OCC1=CC(=CC(=C1)OCCCCCCCCCCCCC)OCCCCCCCCCCCCCC 3-(Tetradecyloxy)-5-(tridecyloxy)benzyl 4-(4-(2-hydroxyethyl)piperazin-1-yl)butanoate